p-tolylcresol C1(=C(C=CC=C1)C=1C=C(C(=CC1)O)C)C